(3S*,3aS*,6S*,7R*,7aS*)-N,7-dibenzyl-4-ethyl-1-isobutyloctahydro-6H-3,6-methanopyrrolo[3,2-c]pyridine-6-carboxamide C(C1=CC=CC=C1)NC(=O)[C@]12[C@@H]([C@@H]3[C@H](C(N1)CC)[C@@H](CN3CC(C)C)C2)CC2=CC=CC=C2 |o1:10,11,12,13,18|